1-(4-fluorophenyl)cyclopropane-1-carbaldehyde FC1=CC=C(C=C1)C1(CC1)C=O